trifluoropropylmethyl-silanolate FC(CC[SiH]([O-])C)(F)F